CC(C1=CC=CC=C1)C1=C(C(C(=O)O)=CC(=C1)C(C1=CC=CC=C1)C)O 3,5-di(α-methylbenzyl)salicylic acid